C1(CC1)COC1=CC=C(CCNC(\C=C\C2=CC(=C(C=C2)O)O)=O)C=C1 (E)-N-(4-(cyclopropylmethoxy)phenethyl)-3-(3,4-dihydroxyphenyl)acryl-amide